N2-[6-chloro-7-(2,3,4,7-tetrahydro-1H-azepin-5-yl)-2,3-dihydrobenzofuran-5-yl]-N4,6-dimethyl-pyrimidine-2,4-diamine ClC1=C(C2=C(CCO2)C=C1NC1=NC(=CC(=N1)NC)C)C=1CCCNCC1